C(C)OC(CC(C)O)=O Ethyl-3-Hydroxybutyrat